ClC=1C(=C(C=CC1)C(C)(C)NC(=O)C=1N=CN(C1)C1=NC(=NC=C1C)NC1CCOCC1)CO N-(2-(3-chloro-2-(hydroxymethyl)-phenyl)propan-2-yl)-1-(5-methyl-2-((tetrahydro-2H-pyran-4-yl)amino)-pyrimidin-4-yl)-1H-imidazole-4-carboxamide